COC1=C(C=CC(=C1)OC)NC(N(C)C1=CC=2OC(C(=CC2S1)C(=O)OC)=O)=O methyl 2-(3-(2,4-dimethoxyphenyl)-1-methylureido)-5-oxo-5H-thieno[3,2-b]pyran-6-carboxylate